C(C)NC1CCN(CC1)C1=C(C=C(C=C1)C=1C=CC=2N=CC=3N(C2N1)C(=NN3)N3C[C@@H](N([C@@H](C3)C)C)C)F N-Ethyl-1-(2-fluoro-4-(9-((3S,5R)-3,4,5-trimethylpiperazin-1-yl)pyrido[3,2-e][1,2,4]triazolo[4,3-a]pyrazin-2-yl)phenyl)piperidin-4-amine